CC1(OB(OC1(C)C)C1=CC=CC=2C=3C4=C(C=CC3NC12)C=CC=C4)C 8-(4,4,5,5-tetramethyl-1,3,2-dioxaborolan-2-yl)-7H-benzo[c]carbazole